FC=1C=C(C=CC1)[C@@H](C1CCN(CC1)C(=O)C=1C=CC2=C(NC(CO2)=O)C1)C1=CC=CC=C1 6-[4-[(S)-(3-fluorophenyl)-phenyl-methyl]piperidine-1-carbonyl]-4H-1,4-benzoxazin-3-one